N1=C(C=CC=C1C(=O)OC)C1=NC(=CC=C1)C(=O)OC dimethyl 2,2'-bipyridine-6,6'-dicarboxylate